tert-butyl (3S)-3-(hydroxymethyl)-5-oxopiperazine-1-carboxylate OC[C@@H]1CN(CC(N1)=O)C(=O)OC(C)(C)C